Tert-butyl N-{2-[({3-[(3R)-4,4-dimethyl-3-(oxacyclohex-4-ylmethoxy) cyclohexyl]-1-(oxacyclohex-2-yl)-1H-pyrazol-4-yl} methyl) (methyl) amino]Ethyl}-N-methylcarbamate CC1([C@@H](CC(CC1)C1=NN(C=C1CN(CCN(C(OC(C)(C)C)=O)C)C)C1OCCCC1)OCC1CCOCC1)C